N-(tert-butyloxycarbonyl)-S-(1-methyl-5-nitro-1H-indol-6-yl)-L-cysteine C(C)(C)(C)OC(=O)N[C@@H](CSC1=C(C=C2C=CN(C2=C1)C)[N+](=O)[O-])C(=O)O